1-isopropyl-3-(3-(trichloromethyl)phenyl)-5-methyl-pyrazol-4-ol C(C)(C)N1N=C(C(=C1C)O)C1=CC(=CC=C1)C(Cl)(Cl)Cl